C(C)(C)(C)OC(N(C)C=1C=NC(=C(C1)C(F)(F)F)NC1=NNC(=N1)C=1C=C2C(=CN1)N(CC2)C(C)C)=O tert-butyl(6-((5-(1-isopropyl-2,3-dihydro-1H-pyrrolo[2,3-c]pyridin-5-yl)-1H-1,2,4-triazol-3-yl)amino)-5-(trifluoromethyl)pyridin-3-yl)(methyl)carbamate